CN1C=CC=2C(=CC=CC12)S(=O)(=O)NC1=C(C=CC=C1)C#CC=1C=CC=NC1 5-{2-[2-(1-Methyl-1H-indol-4-sulfonamido)phenyl]ethynyl}pyridin